FC1(CC(C1)NC1=NC=CC2=CC=C(C=C12)C1=NOC(=N1)C)C(=O)O 1-fluoro-3-[[7-(5-methyl-1,2,4-oxadiazol-3-yl)-1-isoquinolinyl]amino]cyclobutanecarboxylic acid